FC(CCCC1=CN=C(C(=N1)N1CCC(CC1)C(=O)O)C=1C=C(C2=C(C=CO2)C1)F)F 1-(6-(4,4-difluorobutyl)-3-(7-fluorobenzofuran-5-yl)pyrazin-2-yl)piperidine-4-carboxylic acid